6,7-Dichloro-N-(2-fluoroethyl)-3-(1H-pyrazol-4-yl)-1H-indol-4-amine ClC=1C=C(C=2C(=CNC2C1Cl)C=1C=NNC1)NCCF